The molecule is a 2-monolysocardiolipin in which all three phosphatidyl acyl groups are specified as oleoyl. It derives from an oleic acid. It is a conjugate acid of a trioleoyl 2-monolysocardiolipin(2-). CCCCCCCC/C=C\\CCCCCCCC(=O)OC[C@H](COP(=O)(O)OCC(COP(=O)(O)OC[C@@H](COC(=O)CCCCCCC/C=C\\CCCCCCCC)OC(=O)CCCCCCC/C=C\\CCCCCCCC)O)O